CC/C=C\\C/C=C\\C/C=C\\C/C=C\\C/C=C\\CCCCCCCCCC(=O)CC(=O)SCCNC(=O)CCNC(=O)[C@@H](C(C)(C)COP(=O)(O)OP(=O)(O)OC[C@@H]1[C@H]([C@H]([C@@H](O1)N2C=NC3=C(N=CN=C32)N)O)OP(=O)(O)O)O The molecule is an unsaturated fatty acyl-CoA that results from the formal condensation of the thiol group of coenzyme A with the carboxy group of (13Z,16Z,19Z,22Z,25Z)-3-oxooctacosapentaenoic acid. It is a 3-oxo-fatty acyl-CoA, an unsaturated fatty acyl-CoA and an ultra-long-chain fatty acyl-CoA. It is a conjugate acid of a (13Z,16Z,19Z,22Z,25Z)-3-oxooctacosapentaenoyl-CoA(4-).